FC(C(C1COC1)C=1C=CC(=NC1)N1N=CC(=C1)C1=C2C(=NC=C1)NC=N2)(F)F 7-(1-(5-(2,2,2-trifluoro-1-(oxetan-3-yl)ethyl)pyridin-2-yl)-1H-pyrazol-4-yl)-3H-imidazo[4,5-b]pyridine